triphenyl[2-(1H-1,2,3,4-tetrazol-5-yl)ethyl]phosphonium bromide salt [Br-].C1(=CC=CC=C1)[P+](CCC1=NN=NN1)(C1=CC=CC=C1)C1=CC=CC=C1